C(C)N1N=CC=2C(NC=3C(=CC(=C(C3C21)C)C2=C1C=NN(C1=CC(=C2)F)S(=O)(=O)C)F)(C)C 1-Ethyl-6-fluoro-8-(6-fluoro-1-methylsulfonylindazol-4-yl)-4,4,9-trimethyl-5H-pyrazolo[4,3-c]chinolin